(S)-(1,5-dimethyl-1H-indazol-3-yl)(3-(3-fluoro-4-methylphenyl)-3-(1,2,4-thiadiazol-5-yl)pyrrolidin-1-yl)methanone CN1N=C(C2=CC(=CC=C12)C)C(=O)N1C[C@@](CC1)(C1=NC=NS1)C1=CC(=C(C=C1)C)F